C(C)[NH+](CC)CC.C(C(C)(C)C)(=O)OC(C)OC(=O)NC(C(=O)[O-])CCC(C)=O 2-(((1-(pivaloyloxy)ethoxy)carbonyl)amino)-5-oxohexanoic acid triethylammonium salt